phenyl-cyclopropane-1-carboxamide C1(=CC=CC=C1)C1(CC1)C(=O)N